FC1=CC=C2C(=CNC2=C1)CC1=NN=C(N1CCCC=1N=CN(C1)C(C1=CC=CC=C1)(C1=CC=CC=C1)C1=CC=CC=C1)SC1=CC=C(C=C1)C 6-fluoro-3-((5-(p-tolylthio)-4-(3-(1-trityl-1H-imidazol-4-yl)propyl)-4H-1,2,4-triazol-3-yl)methyl)-1H-indole